1-Benzyl 3-methyl 5-methyl-4-oxopyrrolidine-1,3-dicarboxylate CC1C(C(CN1C(=O)OCC1=CC=CC=C1)C(=O)OC)=O